BrC1=C(C=NC(=C1)F)NC(OC(C)(C)C)=O tert-butyl (4-bromo-6-fluoropyridin-3-yl)carbamate